(3-fluorophenethyl)-6-hydroxy-2,3-dimethoxyphenanthrene-9-carboxamide FC=1C=C(CCC2=C(C(=CC=3C4=CC(=CC=C4C(=CC23)C(=O)N)O)OC)OC)C=CC1